O1CCC(CC1)C=1C=CC(=NC1)NC1=C(C=NN1)C(=O)N 5-((5-(tetrahydro-2H-pyran-4-yl)pyridin-2-yl)amino)-1H-pyrazole-4-carboxamide